N-heptyl-pyrrolidinium mesylate S(C)(=O)(=O)[O-].C(CCCCCC)[NH+]1CCCC1